C12(CC3CC(CC(C1)C3)C2)C(C(=O)O)NC(=O)OC(C)(C)C 2-(1-adamantyl)-2-(t-butoxycarbonylamino)acetic acid